[N+](=O)([O-])C=CC1=CNC2=CC=CC=C12 3-(2-nitrovinyl)-1H-indole